(S)-3-bromo-N-(3-(4-chlorophenyl)-3-hydroxypropyl)-2-fluoro-6-methylbenzamide BrC=1C(=C(C(=O)NCC[C@H](O)C2=CC=C(C=C2)Cl)C(=CC1)C)F